NC1=C(C(=O)OCCCl)C=CC=C1 2-chloroethyl aminobenzoate